(R)-2-methylpentanedioic acid dimethyl ester COC([C@@H](CCC(=O)OC)C)=O